N,N-dibenzyl-4-methoxybenzamide C(C1=CC=CC=C1)N(C(C1=CC=C(C=C1)OC)=O)CC1=CC=CC=C1